4-difluoromethoxy-2,5-difluorophenyl-bis-(4-methoxy-benzyl)amine FC(OC1=CC(=C(C=C1F)N(CC1=CC=C(C=C1)OC)CC1=CC=C(C=C1)OC)F)F